NC1=NC=NC=2N(C3=CC=C(C=C3C21)CO)CC(=O)O 2-(4-amino-6-(hydroxymethyl)-9H-pyrimido[4,5-b]indol-9-yl)acetic acid